3-(pyrazine-2-yl)isoxazole N1=C(C=NC=C1)C1=NOC=C1